[Zn+2].C1(CCCC1)(C(=O)[O-])C(=O)[O-] Cyclopentanedioic acid zinc salt